2-fluoro-4-(4,4,5,5-tetramethyl-1,3,2-dioxaborolan-2-yl)phenyl pyrrolidine-1-carboxylate N1(CCCC1)C(=O)OC1=C(C=C(C=C1)B1OC(C(O1)(C)C)(C)C)F